C(#N)C1=CC=C(C=C1)[C@@H](CN[C@H](C(=O)NC1=CC2=C(N(C(N2C)=C=O)C)C=C1)C1=CC=CC=C1)C (S)-2-(((S)-2-(4-cyanophenyl)propyl)amino)-N-(1,3-dimethyl-2-carbonyl-2,3-dihydro-1H-benzo[d]imidazol-5-yl)-2-phenylacetamide